FC1=C(C(=CC(=C1OC)[N+](=O)[O-])C)N1CCC(CC1)N1CCN(CC1)C 1-(1-(2-fluoro-3-methoxy-6-methyl-4-nitrophenyl)piperidin-4-yl)-4-methylpiperazine